11-(4-(3'-phenyl-1,1'-biphenyl-4-yl)-6-phenyl-1,3,5-triazine-2-yl)-12-phenyl-11H,12H-indolo[2,3-a]carbazole C1(=CC=CC=C1)C=1C=C(C=CC1)C1=CC=C(C=C1)C1=NC(=NC(=N1)C1=CC=CC=C1)N1C2=CC=CC=C2C2=CC=C3C(=C12)N(C=1C=CC=CC13)C1=CC=CC=C1